3-[4-[1-[3-[4-[4-(aminomethyl)-3-methyl-phenyl]pyrrolo[2,1-f][1,2,4]triazin-6-yl]propyl]-4-piperidyl]anilino]piperidine-2,6-dione HCl salt Cl.NCC1=C(C=C(C=C1)C1=NC=NN2C1=CC(=C2)CCCN2CCC(CC2)C2=CC=C(NC1C(NC(CC1)=O)=O)C=C2)C